3',3'-dimethyl-6-nitrospiro[benzopyran-2,2'-indoline] CC1(C2(NC3=CC=CC=C13)OC1=C(C=C2)C=C(C=C1)[N+](=O)[O-])C